FC=1C=C(C=CC1N)N(C1=NC=CC=C1)C 3-Fluoro-N1-methyl-N1-(pyridin-2-yl)benzene-1,4-diamine